1,4-diazonine N1C=CN=CC=CC=C1